2-(2-chlorobenzyl)-6-(4-chlorophenyl)pyridazin-3(2H)-one ClC1=C(CN2N=C(C=CC2=O)C2=CC=C(C=C2)Cl)C=CC=C1